2-Amino-6-((1-methyl-1H-1,2,3-triazol-4-yl)methyl)-7-oxo-6-phenyl-4,5,6,7-tetrahydrobenzo[b]thiophene-3-carboxamide NC1=C(C2=C(S1)C(C(CC2)(C2=CC=CC=C2)CC=2N=NN(C2)C)=O)C(=O)N